OC[C@H](C1=CC=CC=C1)NC1=NC(=NC=C1C(=O)NC(C)C)NC=1C=C2CCN(C(C2=CC1)=O)C 4-[[(1S)-2-hydroxy-1-phenyl-ethyl]amino]-N-isopropyl-2-[(2-methyl-1-oxo-3,4-dihydroisoquinolin-6-yl)amino]pyrimidine-5-carboxamide